2-([(4-ACETYLPHENYL)CARBAMOYL](ETHYL)AMINO)ACETIC ACID C(C)(=O)C1=CC=C(C=C1)NC(=O)N(CC(=O)O)CC